Cl.CC=1N=C2N(C=C(C=C2C#N)C=2N=CC3=C(N2)SC(=N3)N(C3CCNCC3)C)C1 2-methyl-6-{2-[methyl(piperidin-4-yl)amino][1,3]thiazolo[5,4-d]pyrimidin-5-yl}imidazo[1,2-a]pyridine-8-carbonitrile hydrochloride